Cl.N[C@@H]1CN(CCC1)C1=CC(=NC=C1C=1C=NN(C1)C1CCOCC1)NC1=NC(=C(C(=O)N(C)C)C=C1)C1=C(C=CC=C1OC)F 6-((4-((S)-3-aminopiperidin-1-yl)-5-(1-(tetrahydro-2H-pyran-4-yl)-1H-pyrazol-4-yl)pyridin-2-yl)amino)-2-(2-fluoro-6-methoxyphenyl)-N,N-dimethylnicotinamide hydrochloride